2-(2-(6-((cis)-2,6-dimethylmorpholino)pyridin-2-yl)-1,6-naphthyridin-7-yl)-N-((R)-1-((trifluoromethyl)sulfonyl)piperidin-3-yl)acetamide C[C@@H]1O[C@@H](CN(C1)C1=CC=CC(=N1)C1=NC2=CC(=NC=C2C=C1)CC(=O)N[C@H]1CN(CCC1)S(=O)(=O)C(F)(F)F)C